FC=1C(=C(C=CC1)C(=O)N1[C@@H]2[C@@H](C[C@H](C1)C2)NC2=NC=C(C=C2)OC)C2=NC=CC=N2 (3-fluoro-2-(pyrimidin-2-yl)phenyl)((1S,4S,6R)-6-((5-methoxypyridin-2-yl)amino)-2-azabicyclo[2.2.1]hept-2-yl)methanone